4-(5,7-Dimethyl-1-oxo-6-phenyl-1H-pyrrolo[3,4-d]pyridazin-2(6H)-yl)benzenesulfonamide CC=1N(C(=C2C(N(N=CC21)C2=CC=C(C=C2)S(=O)(=O)N)=O)C)C2=CC=CC=C2